4-((2S,5R,M)-4-acryloyl-2,5-dimethylpiperazin-1-yl)-7-(2-amino-6-fluorophenyl)-6-fluoro-1-(2-isopropyl-4-methylpyridin-3-yl)pyrido[2,3-d]Pyrimidin-2(1H)-one C(C=C)(=O)N1C[C@@H](N(C[C@H]1C)C=1C2=C(N(C(N1)=O)C=1C(=NC=CC1C)C(C)C)N=C(C(=C2)F)C2=C(C=CC=C2F)N)C